COC=1C=C(C(C=O)=CC1)[2H] 4-Methoxybenzaldehyde-d1